ClC1=C(C(=O)NC=2OC(=NN2)C)C=CC(=C1S(=O)C)C(F)(F)F 2-chloro-N-(5-methyl-1,3,4-oxadiazol-2-yl)-[(3S)-methylsulfinyl]-4-(trifluoromethyl)benzamide